methyl 6-[(carbamoylmethyl) amino]-5-{2,2-difluoro-7-azaspiro[3.5]nonan-6-yl}pyridine-2-carboxylate C(N)(=O)CNC1=C(C=CC(=N1)C(=O)OC)C1CC2(CC(C2)(F)F)CCN1